3,3-dimethyl-5-(5-((2-(4-methylpiperazin-1-yl)pyridin-4-yl)amino)-1H-pyrrolo[2,3-b]pyridin-3-yl)isoindolin-1-one CC1(NC(C2=CC=C(C=C12)C1=CNC2=NC=C(C=C21)NC2=CC(=NC=C2)N2CCN(CC2)C)=O)C